C1(CC1)C(=O)O cyclopropanic acid